5-(4-((1-(methylsulfonyl)cyclopropyl)methoxy)phenyl)-2-oxo-6-(trifluoromethyl)-1,2-dihydropyridine-3-carboxamide CS(=O)(=O)C1(CC1)COC1=CC=C(C=C1)C=1C=C(C(NC1C(F)(F)F)=O)C(=O)N